2-((1H-pyrazol-3-yl)methyl)-6-((6-methoxypyridin-3-yl)methyl)-4-methyl-4H-thiazolo[5',4':4,5]pyrrolo[2,3-d]pyridazin-5(6H)-one N1N=C(C=C1)CC=1SC2=C(N(C=3C(N(N=CC32)CC=3C=NC(=CC3)OC)=O)C)N1